8-Amino-7-(3-hydroxy-2,6-dimethylphenyl)-5-methylpyrrolo[2,3-d]imidazo[2,1-f]pyrimidine-9-carboxamide NC1=C(C2=C(N=C(N3C2=NC=C3)C)N1C1=C(C(=CC=C1C)O)C)C(=O)N